3-(3-(4-((2-fluoropyridin-3-yl)methyl)benzyl)isoxazol-5-yl)pyridin-2-amine FC1=NC=CC=C1CC1=CC=C(CC2=NOC(=C2)C=2C(=NC=CC2)N)C=C1